[1-[4-[2-(4-hydroxyphenyl)-2-propyl]phenyl]ethylidene]bisphenol OC1=CC=C(C=C1)C(C)(C)C1=CC=C(C=C1)C(C)(C1=C(C=CC=C1)O)C1=C(C=CC=C1)O